4-ethoxy-N-{8-fluoro-2-methylimidazo[1,2-a]pyridin-6-yl}pyrimidine-5-carboxamide hydrochloride Cl.C(C)OC1=NC=NC=C1C(=O)NC=1C=C(C=2N(C1)C=C(N2)C)F